4-(4-((1R,5S)-3,8-diazabicyclo[3.2.1]octan-3-yl)-6-chloro-2-(((S)-1-methylpyrrolidin-2-yl)methoxy)pyrido[2,3-d]pyrimidin-7-yl)naphthalen-2-ol [C@H]12CN(C[C@H](CC1)N2)C=2C1=C(N=C(N2)OC[C@H]2N(CCC2)C)N=C(C(=C1)Cl)C1=CC(=CC2=CC=CC=C12)O